(R)-4-(1-(4-isopropylphenyl)-3-(3-(methylamino)piperidine-1-carbonyl)-1H-pyrazol-5-yl)benzonitrile C(C)(C)C1=CC=C(C=C1)N1N=C(C=C1C1=CC=C(C#N)C=C1)C(=O)N1C[C@@H](CCC1)NC